N[C@@H]([C@@H](C)OC1CC1)C=1OC2=C(N1)C=C(C=C2)[C@@H](COC)N2C(N[C@@H](C2)C(F)(F)F)=O (S)-1-((S)-1-(2-((1S,2R)-1-amino-2-cyclopropoxypropyl)benzo-[d]oxazol-5-yl)-2-methoxyethyl)-4-(trifluoromethyl)imidazolidin-2-one